C1(CC1)N1N=CC(=C1)[C@H]1CN(C[C@H](O1)C)C=1N=C(C2=C(C(N(N=C2)C)=O)N1)C=1C=NC(=CC1)C(F)(F)F 2-[(2S,6R)-2-(1-cyclopropylpyrazol-4-yl)-6-methyl-morpholin-4-yl]-7-methyl-4-[6-(trifluoromethyl)-3-pyridyl]pyrimido[4,5-d]pyridazin-8-one